ClC1=CC=C(C=C1)C1=NC(=CC=C1C1=CC=CC=C1)C1=CC=CC=C1 2-(4-chlorophenyl)-3,6-diphenylpyridine